O=C1NC(CCC1N1CC2=CC=C(C=C2C1=O)CNC(OCC=1SC2=C(N1)C(=CC=C2)C)=O)=O (4-methylbenzo[d]thiazol-2-yl)methyl ((2-(2,6-dioxopiperidin-3-yl)-3-oxoisoindolin-5-yl)methyl)carbamate